NC1(C=C(C(C=C1)=C1C(=CC(N)(C=C1)N)C)C)N 4,4'-diamino-2,2'-dimethylbenzidine